FC=1C=C2C(=NC(=NC2=CC1OCCCN1CCCC1)N1N=CC=C1)N1CC(CCC1)N 1-(6-fluoro-2-(1H-pyrazol-1-yl)-7-(3-(pyrrolidin-1-yl)propoxy)quinazolin-4-yl)piperidin-3-amine